Ethylene glycol methyl ether 3-(7-oxooxepan-2-yl)propanoate O=C1CCCCC(O1)CCC(=O)OCCOC